(2-Chlorotrityl) (4S,7S,12S,15R)-4-amino-15-benzyl-7-(4-chlorobenzyl)-6,12,13-trimethyl-5,9,14-trioxo-2-oxa-6,10,13-triazaheptadecan-17-oate N[C@@H](COC)C(N([C@H](CC(NC[C@@H](N(C([C@@H](CC(=O)OC(C1=C(C=CC=C1)Cl)(C1=CC=CC=C1)C1=CC=CC=C1)CC1=CC=CC=C1)=O)C)C)=O)CC1=CC=C(C=C1)Cl)C)=O